C(C)(C)(C)OC(=O)N1C(CCCC1)C1=C(C=NC=C1)N (3-aminopyridin-4-yl)piperidine-1-carboxylic acid tert-butyl ester